ethyl 2-chloro-1,6-naphthyridine-3-carboxylate ClC1=NC2=CC=NC=C2C=C1C(=O)OCC